Chloropicolinic acid C1=CC(=C(N=C1)C(=O)O)Cl